3-({3-(4-chlorophenyl)-5-oxo-4-[(2S)-3,3,3-trifluoro-2-hydroxypropyl]-4,5-dihydro-1H-1,2,4-triazol-1-yl}methyl)-1-[3-(trifluoromethyl)-pyridin-2-yl]-1H-1,2,4-triazole-5-carboxamide ClC1=CC=C(C=C1)C1=NN(C(N1C[C@@H](C(F)(F)F)O)=O)CC1=NN(C(=N1)C(=O)N)C1=NC=CC=C1C(F)(F)F